FC=1C=C(C=C(C1)C)C1=NO[C@](C1)(C(=O)N[C@H]1CO[C@H](C1)C(NOC)=O)C=C |o1:16,19| (5S)-3-(3-fluoro-5-methylphenyl)-N-[rel-(3R,5R)-5-(methoxycarbamoyl)tetrahydrofuran-3-yl]-5-vinyl-4H-isoxazole-5-carboxamid